C(C)(C)(C)O[Fe+2] tert-butoxyiron (III)